C(C)(=O)C1=C(C=C(C=C1)CC(C(C)C)NC(OC(C)(C)C)=O)OCCCOC tert-butyl (1-(4-acetyl-3-(3-methoxypropoxy)phenyl)-3-methylbutan-2-yl)carbamate